N-[3-(dimethylamino)propyl]-4-[1-(3,4-dimethylphenyl)-8-methoxy-1H-pyrazolo[4,3-c]quinolin-3-yl]-N-methylaniline CN(CCCN(C1=CC=C(C=C1)C1=NN(C2=C1C=NC=1C=CC(=CC21)OC)C2=CC(=C(C=C2)C)C)C)C